9H-fluoren-9-ylmethyl (2-aminoethyl)carbamate hydrochloride Cl.NCCNC(OCC1C2=CC=CC=C2C=2C=CC=CC12)=O